4-[(4-ethoxyphenyl)methyl]-3-(6-O-isopropoxycarbonyl-β-D-glucopyranosyloxy)-1-isopropyl-5-methylpyrazole C(C)OC1=CC=C(C=C1)CC=1C(=NN(C1C)C(C)C)O[C@H]1[C@H](O)[C@@H](O)[C@H](O)[C@H](O1)COC(=O)OC(C)C